FC1(CCC(CC1)[C@H]1N=C(CC1)C)F (S)-2-(4,4-difluorocyclohexyl)-5-methyl-3,4-dihydro-2H-pyrrole